FC(SC(C(=O)O)C1=CC=CC=C1)(F)F trifluoromethyl-thiophenylacetic acid